tert-butyl 4-[3-chloro-5-(methanesulfonamido)-2-pyridyl]piperazine-1-carboxylate ClC=1C(=NC=C(C1)NS(=O)(=O)C)N1CCN(CC1)C(=O)OC(C)(C)C